2-(4-chloro-2-(trifluoromethyl)phenyl)-2,2-difluoroacetic acid ClC1=CC(=C(C=C1)C(C(=O)O)(F)F)C(F)(F)F